BrC=1C=C2CCNCC2=CC1 6-bromo-1,2,3,4-tetrahydroisoquinoline